C1(CCCCC1)C(C(=O)NC1CCCCC1)N1C(=NC2=C1C=CC=C2)C=2C=NC(=CC2)C 2,N-dicyclohexyl-2-[2-(6-methyl-pyridin-3-yl)-benzimidazol-1-yl]-acetamide